methoxypyrrolidin-3-ol CON1CC(CC1)O